[C@@H]1([C@H](O)[C@@H](O)[C@H](O)[C@H](O1)CO)OC1=NNC(=C1CC1=CC=C(C=C1)OC)C 3-(β-D-glucopyranosyloxy)-4-[(4-methoxyphenyl)methyl]-5-methyl-1H-pyrazole